2-(5-((4-([1,1'-biphenyl]-3-yl)-5-chloropyrimidin-2-yl)amino)pyridin-3-yl)-2,8-diazaspiro[4.5]decan-1-one C1(=CC(=CC=C1)C1=NC(=NC=C1Cl)NC=1C=C(C=NC1)N1C(C2(CC1)CCNCC2)=O)C2=CC=CC=C2